(3S)-N-[2-[2-(Dimethylamino)ethoxy]-4-(1H-pyrazol-4-yl)phenyl]-3,4-dihydro-6-methoxy-2H-1-benzopyran-3-carboxamide dihydrochloride Cl.Cl.CN(CCOC1=C(C=CC(=C1)C=1C=NNC1)NC(=O)[C@@H]1COC2=C(C1)C=C(C=C2)OC)C